C(C)(C)(C)NS(=O)(=O)C1=CC(=CC=C1)NC1=NC(=NC=C1C)NC1=CC(=C(C=C1)OC)OC N-(tert-butyl)-3-((2-((3,4-dimethoxyphenyl)amino)-5-methylpyrimidin-4-yl)amino)benzenesulfonamide